5-fluoro-2-((4-fluoro-2-isopropylphenyl)amino)-N-(6-methoxy-2-methylpyridin-3-yl)benzamide FC=1C=CC(=C(C(=O)NC=2C(=NC(=CC2)OC)C)C1)NC1=C(C=C(C=C1)F)C(C)C